O=C1NC(CCC1N1C(N(C2=C1C=C(C=C2C=2CCN(CC2)C(=O)OC(C)(C)C)C)C)=O)=O tert-butyl 4-[1-(2,6-dioxo-3-piperidyl)-3,6-dimethyl-2-oxo-benzimidazol-4-yl]-3,6-dihydro-2H-pyridine-1-carboxylate